C(C)(C)(C)OC(=O)N1[C@@H](CN([C@H](C1)C)C=1C2=C(N(C(N1)=O)C1=C(C=NN1C(C)C)C(C)C)N=C(C(=C2)Cl)Cl)C.NCCCCNC(C=C)=O N-(4-aminobutyl)acrylamide tert-Butyl-(2R,5S)-4-(6,7-dichloro-1-(1,4-diisopropyl-1H-pyrazol-5-yl)-2-oxo-1,2-dihydropyrido[2,3-d]pyrimidin-4-yl)-2,5-dimethylpiperazine-1-carboxylate